4-((5-cyano-6-methyl-3-nitropyridin-2-yl)amino)benzyl acetate C(C)(=O)OCC1=CC=C(C=C1)NC1=NC(=C(C=C1[N+](=O)[O-])C#N)C